4-(1-Ethyl-5-iodo-1H-pyrazol-4-yl)-2-(methylthio)pyrimidine C(C)N1N=CC(=C1I)C1=NC(=NC=C1)SC